5-hydroxy-2-methylbenzo[d]oxazole OC=1C=CC2=C(N=C(O2)C)C1